(S)-2-(2,5-difluoro-4-(6-((4-fluorobenzyl)oxy)pyridin-2-yl)benzyl)-1-(4,4-dimethyltetrahydrofuran-3-yl)-1H-benzo[d]imidazole-6-carboxylic acid FC1=C(CC2=NC3=C(N2[C@@H]2COCC2(C)C)C=C(C=C3)C(=O)O)C=C(C(=C1)C1=NC(=CC=C1)OCC1=CC=C(C=C1)F)F